3-methoxy-2-((2-oxo-4-(o-tolyl)-2H-chromen-7-yl)methyl)propanamide COCC(C(=O)N)CC1=CC=C2C(=CC(OC2=C1)=O)C1=C(C=CC=C1)C